C(C)(C)(C)C=1C=C(C=C(C1O)C(C)(C)C)CCC(=O)[O-] 3-(3,5-di-tert-butyl-4'-hydroxyphenyl)propionate